[C@H]12CNC[C@H](CC1)N2C2=NC(=NC1=C(C(=CC=C21)C2=CC(=CC1=CC=CC=C21)N)F)OC[C@]21CCCN1C[C@@H](C2)F 4-(4-((1R,5S)-3,8-diazabicyclo[3.2.1]octan-8-yl)-8-fluoro-2-(((2R,7aS)-2-fluorotetrahydro-1H-pyrrolizin-7a(5H)-yl)methoxy)quinazolin-7-yl)naphthalen-2-amine